N[C@H](C(=O)OC)CC1=C(NC2=CC=CC=C12)SC1=CC=C(C=C1)F Methyl (S)-2-amino-3-(2-((4-fluorophenyl)thio)-1H-indol-3-yl)propanoate